C1(CC(CCC1)=O)=O 1,3-cyclohexandione